CC1=C(OC2=C(C=C(C=C2C1=O)C)[C@@H](C)NC=1C(=NC=CC1)C)C1=CC2=CN(N=C2C=C1)C 3,6-Dimethyl-2-(2-methylindazol-5-yl)-8-[(1R)-1-[(2-methyl-3-pyridyl)amino]ethyl]chromen-4-one